[13C]1(=[13CH][13CH]=[13CH][13CH]=[13CH]1)\C=C\C(=O)C1=CC=CC=C1 chalcone-13C6